1-isopropylsulfonyl-pyrrole-3-carboxylic acid C(C)(C)S(=O)(=O)N1C=C(C=C1)C(=O)O